OCCOC1=C(C=C(C=C1C=1C2=CC=CC=C2C=2C=CC=CC2C1)C(C)(C)C1=CC(=C(OCCO)C(=C1)C=1C2=CC=CC=C2C=2C=CC=CC2C1)C=1C2=CC=CC=C2C=2C=CC=CC2C1)C=1C2=CC=CC=C2C=2C=CC=CC2C1 2-[4-[1-[4-(2-hydroxyethoxy)-3,5-di(phenanthren-9-yl)-phenyl]-1-methylethyl]-2,6-di(phenanthren-9-yl)-phenoxy]ethanol